2-{[(3R,3'R)-3'-hydroxy-1,4-dihydro-1'H,2H-spiro[isoquinoline-3,4'-piperidin]-1'-yl]carbonyl}-6-methylimidazo[1,2-a]pyrazin-8(7H)-one O[C@@H]1CN(CC[C@@]12NCC1=CC=CC=C1C2)C(=O)C=2N=C1N(C=C(NC1=O)C)C2